Dibenzyl (rac-trans-bicyclo[2.2.1]hept-5-ene-2,3-diyl)dicarbamate C12C(C(C(C=C1)C2)NC(OCC2=CC=CC=C2)=O)NC(OCC2=CC=CC=C2)=O